3-(4-fluorophenyl)-4,4-dimethyl-1-phenylpent-1-yn-3-ol FC1=CC=C(C=C1)C(C#CC1=CC=CC=C1)(C(C)(C)C)O